(rac)-(6-(4-Chloro-2-methylphenyl)-2-azaspiro[3.4]octan-2-yl)((1s,3s)-3-hydroxy-3-methylcyclobutyl)methanone ClC1=CC(=C(C=C1)[C@H]1CC2(CN(C2)C(=O)C2CC(C2)(C)O)CC1)C |r|